C(C)C1(OC2=CC=C(C=C2C(C1)=O)C1=NC(=NO1)C=1C=NC=C(C(=O)N)C1)CC 5-(5-(2,2-diethyl-4-oxochroman-6-yl)-1,2,4-oxadiazol-3-yl)nicotinamide